BrC=1C=C2C(=NNC2=NC1)C1=CC=NC=C1 5-bromo-3-(pyridin-4-yl)-1H-7-azaindazole